N-(4-{[4-amino-2-(4-fluoroanilino)-1,3-thiazol-5-yl]carbonyl}phenyl)acetamide NC=1N=C(SC1C(=O)C1=CC=C(C=C1)NC(C)=O)NC1=CC=C(C=C1)F